9-bromo-2-(4-methoxybenzyl)-3,4-dihydropyrazino[1,2-b]indazol-1(2H)-one BrC1=CC2=C3N(N=C2C=C1)CCN(C3=O)CC3=CC=C(C=C3)OC